N-{[5-(2-fluorophenyl)-1-(pyridin-3-yl-sulfonyl)-1H-pyrrol-3-yl]-methyl}-N-methylaspartic acid FC1=C(C=CC=C1)C1=CC(=CN1S(=O)(=O)C=1C=NC=CC1)CN([C@@H](CC(=O)O)C(=O)O)C